C(C)[Si](N([Si](CC)(CC)CC)CCC[Si](OCC)(OCC)C)(CC)CC N,N-bis(triethylsilyl)aminopropylmethyldiethoxysilane